ClC1=CC=C(C=C1)C#CC=1C=C(OC2=C(N=NN2)C(=O)O)C=CC1OC 5-(3-((4-chlorophenyl)ethynyl)-4-methoxyphenoxy)-1H-1,2,3-triazole-4-carboxylic acid